(4-pyridyl)pyrone N1=CC=C(C=C1)C=1C(OC=CC1)=O